FC1=C(C=CC(=C1)F)N1N=NC(=C1)[C@H](CC)N1C=C(C2=C1N=CN=C2N)C=2C(=NC=C(C2)F)OC 7-{(1S)-1-[1-(2,4-difluorophenyl)-1H-1,2,3-triazol-4-yl]propyl}-5-(5-fluoro-2-methoxypyridin-3-yl)-7H-pyrrolo[2,3-d]pyrimidin-4-amine